C(C1=CC=CC=C1)OC1=C(C(=CC=C1)C)C1=CC(=C(C(=C1)C)F)[C@H](CC(=O)OCC)N[S@](=O)C(C)(C)C Ethyl (S)-3-(2'-(benzyloxy)-4-fluoro-5,6'-dimethyl-[1,1'-biphenyl]-3-yl)-3-(((R)-tert-butylsulfinyl)amino)propanoate